4-Bromopyrazolo[1,5-a]pyridine BrC=1C=2N(C=CC1)N=CC2